(S)-5-((S)-2-hydroxy-4,4-dimethylpentanoyl)-N-((S)-3-oxo-1-((S)-2-oxopyrrolidin-3-yl)-4-(trifluoromethoxy)butan-2-yl)-5-azaspiro[2.4]heptane-6-carboxamide O[C@H](C(=O)N1CC2(CC2)C[C@H]1C(=O)N[C@@H](C[C@H]1C(NCC1)=O)C(COC(F)(F)F)=O)CC(C)(C)C